(2S,4R)-4-(thiazol-2-yl)pyrrolidine-2-carboxylic acid methyl ester COC(=O)[C@H]1NC[C@@H](C1)C=1SC=CN1